NC1=C(C(=O)OCC)C=C(C(=C1)F)C1=NC=C(C2=C1C(=NO2)N)C=2C=NN(C2)COP(=O)(O)O Ethyl 2-amino-5-(3-amino-7-(1-((phosphonooxy) methyl)-1H-pyrazol-4-yl) isoxazolo[4,5-c]pyridin-4-yl)-4-fluorobenzoate